C(C#C)OC(=O)N1C=NC=C1.FC(CC1=CC=CC=C1)(\C=C(/CCC1=CC=C(C=C1)CCC)\C1=CC=C(C=C1)CCC)F (E)-2,2-difluoro-1-phenyl-4,6-di(4-propylphenyl)hex-3-en propargyl-1H-imidazole-1-carboxylate